CC=1C=C2C(=NC1)OC(=N2)C2=CC=C(C=C2)C=2C=CC=1N(C3=CC=C(C=C3C1C2)C2=CC=C(C=C2)C=2OC1=NC=C(C=C1N2)C)C2=CC=C(C=C2)C 3,6-bis{4-(6-methyloxazolo[5,4-b]pyridin-2-yl)phenyl}-9-(4-methylphenyl)-9H-carbazole